4-methylenephenyl-carboxylic acid C=C1CC=C(C=C1)C(=O)O